C(C)(C)(C)OC(=O)N1CCS(CC1)(=N)=O 1-imino-1lambda6-thiomorpholine-4-carboxylic acid tert-butyl ester 1-oxide